4-methyl-5-nitropyridin-2-one CC1=CC(NC=C1[N+](=O)[O-])=O